((trifluoromethyl)methyl)trimethylsilane FC(F)(F)C[Si](C)(C)C